C1(CCC1)NC=1SC=C(N1)B(O)O 2-(CYCLOBUTYLAMINO)THIAZOLE-4-BORONIC ACID